8-(1-bromoethyl)-2-ethylsulfanyl-3-methyl-6-(trifluoromethyl)chromen-4-one BrC(C)C=1C=C(C=C2C(C(=C(OC12)SCC)C)=O)C(F)(F)F